2-((1s,6s)-6-aminocyclohex-3-en-1-yl)-5-chloro-N-(thiophen-2-ylmethyl)-3-vinylthieno[3,2-b]pyridin-7-amine trifluoroacetate FC(C(=O)O)(F)F.N[C@H]1CC=CC[C@@H]1C1=C(C2=NC(=CC(=C2S1)NCC=1SC=CC1)Cl)C=C